di-isopropylphenol C(C)(C)C=1C(=C(C=CC1)O)C(C)C